ClC=1C=CC(=C2C=NN(C(C12)=O)C)CC1CC2(CN(C2)CCCN2C=NC=C(C2=O)F)C1 8-chloro-5-[[2-[3-(5-fluoro-6-oxo-pyrimidin-1-yl)propyl]-2-azaspiro[3.3]heptan-6-yl]methyl]-2-methyl-phthalazin-1-one